COC1=CC(=CC2=C1NC(=N2)C(=O)N2[C@@H](C=1C=CC=NC1CC2)C)C#N (R)-7-Methoxy-2-(5-methyl-5,6,7,8-tetrahydro-1,6-naphthyridine-6-carbonyl)-1H-benzo[d]imidazole-5-carbonitrile